[2H]C=1C(=NC=CC1NC(=O)[C@H]1O[C@@]([C@@H]([C@@H]1C1=C(C(=C(C=C1)F)F)OC)C)(C(F)(F)F)C)C(=O)N 3-Deuterio-4-[[(2S,3R,4R,5S)-3-(3,4-difluoro-2-methoxyphenyl)-4,5-dimethyl-5-(trifluoromethyl)tetrahydrofuran-2-carbonyl]amino]pyridin-2-carboxamid